3-((7-(Ethylsulfonamido)-2-azaspiro[3.5]nonan-2-yl)methyl)pyrrolidine C(C)S(=O)(=O)NC1CCC2(CN(C2)CC2CNCC2)CC1